(2-hydroxyethyl)-methyl-sulfonium bromide [Br-].OCC[SH+]C